1-{(2S)-2-[({4-[3-(2-fluoro-5-methylphenyl)-1H-pyrrolo[3,2-b]pyridin-2-yl]pyridin-3-yl}oxy)methyl]pyrrolidin-1-yl}prop-2-en-1-one FC1=C(C=C(C=C1)C)C1=C(NC=2C1=NC=CC2)C2=C(C=NC=C2)OC[C@H]2N(CCC2)C(C=C)=O